N-(2-chlorophenyl)-2-(ethyl((4-oxo-3,4-dihydroquinazolin-2-yl)methyl)amino)acetamide ClC1=C(C=CC=C1)NC(CN(CC1=NC2=CC=CC=C2C(N1)=O)CC)=O